[Si](C)(C)(C(C)(C)C)OCC1=CC(=NC=C1)S(=O)(=O)O.C(CCC)(=O)OC(CCCCCCC=O)CC 8-(butyryloxy)decanal 4-(((tert-butyldimethylsilyl)oxy)methyl)pyridine-2-sulfonate